5-((dimethylamino)methyl)-N-((4-fluoro-2-isopropyl-6-(2-methoxypyridin-4-yl)phenyl)carbamoyl)-1-methyl-1H-pyrazole-3-sulfonamide CN(C)CC1=CC(=NN1C)S(=O)(=O)NC(NC1=C(C=C(C=C1C1=CC(=NC=C1)OC)F)C(C)C)=O